OC1=C(C=C(C=C1C(C)(C)C)OCCCOC(C(=C)C)=O)N1N=C2C(=N1)C=CC(=C2)Cl 2-[2'-hydroxy-3'-tert-butyl-5'-(3''-methacryloyloxypropoxy)phenyl]-5-chloro-2H-benzotriazole